FC=1C=C2C(=CC=NC2=CC1)C1CCC(CC1)[C@H](C(=O)OC)C methyl (R)-2-((1s,4S)-4-(6-fluoroquinolin-4-yl)cyclohexyl)propanoate